[Sn].[Ti].[Al] aluminum titanium tin